O1CCC(CC1)NC(=O)C=1N=NNC1 N-(tetrahydro-2H-pyran-4-yl)-1H-1,2,3-triazole-4-carboxamide